(S)-N-(5-Chloro-3-methyl-1H-pyrazol-4-yl)-5-fluoro-4-(3-(2-hydroxypropan-2-yl)-4-methyl-1H-pyrazol-1-yl)-2-((1,1,1-trifluoropropan-2-yl)oxy)benzamide ClC1=C(C(=NN1)C)NC(C1=C(C=C(C(=C1)F)N1N=C(C(=C1)C)C(C)(C)O)O[C@H](C(F)(F)F)C)=O